tert-BUTYL 5-((2-(2,6-DIOXOPIPERIDIN-3-YL)-1-OXOISOINDOLIN-4-YLOXY)METHYL)ISOINDOLINE-2-CARBOXYLATE O=C1NC(CCC1N1C(C2=CC=CC(=C2C1)OCC=1C=C2CN(CC2=CC1)C(=O)OC(C)(C)C)=O)=O